benzyl ((2R,3S)-2-(((benzyloxy)carbonyl)amino)-3-methylpent-4-en-1-yl)((R)-1-((tert-butyldimethylsilyl)oxy)but-3-en-2-yl)carbamate C(C1=CC=CC=C1)OC(=O)N[C@@H](CN(C(OCC1=CC=CC=C1)=O)[C@@H](CO[Si](C)(C)C(C)(C)C)C=C)[C@H](C=C)C